5-{[9-chloro-7-(4,5-difluoroindol-1-yl)-3,5-dihydro-2H-1,4-benzoxazepin-4-yl]methyl}pyrimidine-2-carboxylic acid ClC1=CC(=CC=2CN(CCOC21)CC=2C=NC(=NC2)C(=O)O)N2C=CC1=C(C(=CC=C21)F)F